4-methyl-1-(3,4,5-trichlorophenyl)pentan CC(CCCC1=CC(=C(C(=C1)Cl)Cl)Cl)C